2-amino-6-(trifluoromethyl)phenol NC1=C(C(=CC=C1)C(F)(F)F)O